BrC1=NN(C(=C1)Br)C1=CC(=CC(=C1)OC)OCC 3,5-dibromo-1-(3-ethoxy-5-methoxyphenyl)pyrazole